2-[4-[(E)-3-(3-Methylphenyl)prop-2-enoyl]phenoxy]acetic acid CC=1C=C(C=CC1)/C=C/C(=O)C1=CC=C(OCC(=O)O)C=C1